4-(6,7-dimethyl-3H-imidazo[4,5-b]pyridine-3-yl)-8-fluoro-2-methyl-2-propyl-2H-benzo[e][1,3]oxazine CC=1C(=C2C(=NC1)N(C=N2)C2=NC(OC1=C2C=CC=C1F)(CCC)C)C